C(CC#C)N But-3-yn-1-amine